4-methoxy-tetramethylpiperidine oxide COC1C(C([N+](CC1)(C)[O-])(C)C)C